CC1(C(C(=CC2(CCN(C2)C(=O)C2=CC=NO2)C1)C#N)=O)C 9,9-dimethyl-2-(1,2-oxazole-5-carbonyl)-8-oxo-2-azaspiro[4.5]dec-6-ene-7-carbonitrile